C(CCCC1=NN=C(S1)C(=O)NCC1=NC=C(C=C1)OC)C1=NN=C(S1)C(=O)NCC1=NC=C(C=C1)OC 5,5'-(butane-1,4-diyl)bis(N-((5-methoxypyridin-2-yl)methyl)-1,3,4-thiadiazole-2-carboxamide)